methyl 2-(6-bromo-5-fluoro-1-oxospiro[3H-isoquinoline-4,1'-cyclopropane]-2-yl)acetate BrC=1C(=C2C(=CC1)C(N(CC21CC1)CC(=O)OC)=O)F